C1(CCCC1)N1C(C2=CC=C(C=C2C1)OCC=1C=C(C=CC1)C=1C=CC(=C(C=O)C1)F)=O 5-{3-[(2-Cyclopentyl-1-oxoisoindolin-5-yloxy)methyl]phenyl}-2-fluorobenzaldehyde